5-(1-(1-n-butoxy)ethoxycarbonyl)-7-oxo-bicyclo[2.2.1]Hept-2-ene C(CCC)OC(C)OC(=O)C1C2C=CC(C1)C2=O